3-phenyl-1,2,4-thiadiazol-5(4H)-one C1(=CC=CC=C1)C1=NSC(N1)=O